NC1CC(C1)N1C2=CC=CC=3C=C(N(CC1)C32)C3=NC2=C(N3C)C(=CC(=C2)C(=O)N2C[C@@H](CCC2)N)OC [2-[9-(3-aminocyclobutyl)-1,9-diazatricyclo[6.3.1.04,12]dodeca-2,4(12),5,7-tetraen-2-yl]-7-methoxy-1-methyl-benzimidazol-5-yl]-[(3R)-3-amino-1-piperidyl]methanone